carbon naphthylamine C1(=CC=CC2=CC=CC=C12)N.[C]